ClP1C2=C(C3=CC=CC=C13)C=CC=C2 5-chloro-5H-benzo[b]phosphindol